C(C)NC1=CC(=CC(=C1)NCC)NCC N1,N3,N5-triethylbenzene-1,3,5-triamine